C(C)C(COC(CCCCCCCCCCC)=O)CCCC 2-ethyl-hexyllaurate